(3S,4S)-3-Hydroxy-4-((R)-5H-imidazo[5,1-a]isoindol-5-yl)tetrahydrothiophen-1,1-dioxid O[C@@H]1CS(C[C@H]1[C@H]1N2C(C3=CC=CC=C13)=CN=C2)(=O)=O